6-bromo-5-fluoro-N-((3R,4R)-3-fluoro-1-(methylsulfonyl)piperidin-4-yl)-7-((R)-1,1,1-trifluoropropan-2-yl)pyrrolo[2,1-f][1,2,4]triazin-2-amine BrC=1C(=C2C=NC(=NN2C1[C@H](C(F)(F)F)C)N[C@H]1[C@@H](CN(CC1)S(=O)(=O)C)F)F